COCCOC=1C=C(CN(C=2OC=C(N2)C)CC2=CC(=CC=C2)OCCOC)C=CC1 N,N-bis(3-(2-methoxyethoxy)benzyl)-4-methyloxazol-2-amine